3-((2-amino-4-chloro-6-methylpyrimidin-5-yl)methyl)-4-methoxybenzonitrile NC1=NC(=C(C(=N1)Cl)CC=1C=C(C#N)C=CC1OC)C